O1C=CC2=C1C(=CC=C2)O[C@H](CCNC)C=2SC(=CC2)C (R)-3-(benzofuran-7-yloxy)-N-methyl-3-(5-methylthiophen-2-yl)propan-1-amine